ClC1=NC(=C2N=CN(C2=N1)C(C)C)NCC1=C(C=CC=C1)C1CCC(CC1)O 4-(2-(((2-chloro-9-isopropyl-9H-purin-6-yl)amino)methyl)phenyl)cyclohexan-1-ol